3-(6-(difluoromethyl)pyridin-3-yl)-1-oxo-2-(2,2,2-trifluoroethyl)-1,2,3,4-tetrahydroisoquinoline-4-carboxylic acid FC(C1=CC=C(C=N1)C1N(C(C2=CC=CC=C2C1C(=O)O)=O)CC(F)(F)F)F